CC1=C(OC2=C1C(=CC=C2)C)C=O 3,4-dimethyl-1-benzofuran-2-carbaldehyde